[Si](C)(C)(C(C)(C)C)OCC=1C=C(C=CC1C)[C@@H](CC(=O)OCC1=CC=CC=C1)C1=C(C2=C(N(N=N2)CC)C=C1)C (R)-Benzyl 3-(3-(((tert-butyldimethylsilyl)oxy)methyl)-4-methylphenyl)-3-(1-ethyl-4-methyl-1H-benzo[d][1,2,3]triazol-5-yl)propanoate